(E)-N-(1-(3-(2-cyclopropylpyridin-4-yl)-1,2,4-thiadiazol-5-yl)ethylidene)-2-methylpropane-2-sulfinamide C1(CC1)C1=NC=CC(=C1)C1=NSC(=N1)\C(\C)=N\S(=O)C(C)(C)C